Di-tert-butylsulfid C(C)(C)(C)SC(C)(C)C